(R)-3-(N-(1-(1-(naphthalen-1-yl)ethyl)piperidin-4-yl)methylsulfonamido)-N-(2-oxo-2-(prop-2-yn-1-ylamino)ethyl)propanamide C1(=CC=CC2=CC=CC=C12)[C@@H](C)N1CCC(CC1)N(S(=O)(=O)C)CCC(=O)NCC(NCC#C)=O